N-((1R,4R)-4-((4-((5-cyclopropyl-1H-pyrazol-3-yl)amino)pyrimidin-2-yl)(methyl)amino)cyclohexyl)-2-(trifluoromethyl)-5,6-dihydro-[1,2,4]triazolo[1,5-a]pyrazine-7(8H)-carboxamide C1(CC1)C1=CC(=NN1)NC1=NC(=NC=C1)N(C1CCC(CC1)NC(=O)N1CC=2N(CC1)N=C(N2)C(F)(F)F)C